(3aR,5s,6aS)-N-(6-(2,4-dimethyl-2H-indazol-5-yl)pyridazin-3-yl)-2-((tetrahydro-2H-pyran-4-yl)methyl-d2)octahydrocyclopenta[c]pyrrol-5-amine CN1N=C2C=CC(=C(C2=C1)C)C1=CC=C(N=N1)NC1C[C@@H]2[C@@H](CN(C2)C([2H])([2H])C2CCOCC2)C1